FC(C=1C=C(C[N+]#[C-])C=CC1)(F)F 3-TRIFLUOROMETHYLBENZYLISOCYANIDE